BrC=1C=CC(=NC1)C1(COC1)O 3-(5-bromo-2-pyridinyl)oxetan-3-ol